3-(5-((3S,4R)-3-fluoro-4-(piperazin-1-yl)piperidin-1-yl)-4-methylpyridin-2-yl)piperidine-2,6-dione F[C@H]1CN(CC[C@H]1N1CCNCC1)C=1C(=CC(=NC1)C1C(NC(CC1)=O)=O)C